(N-(bicyclo[1.1.1]pentan-1-yl)sulfamoyl)-1,3,5-trimethyl-1H-pyrrole-2-carbonyl chloride C12(CC(C1)C2)NS(=O)(=O)C=2C(=C(N(C2C)C)C(=O)Cl)C